1-(5-methylpyridin-2-yl)guanidine 2,2,2-trifluoroacetate FC(C(=O)O)(F)F.CC=1C=CC(=NC1)NC(=N)N